4-(Octadecyloxy)-4-oxobutanoic Acid C(CCCCCCCCCCCCCCCCC)OC(CCC(=O)O)=O